2-(5-(4-(2-(3-oxa-8-azabicyclo[3.2.1]octan-8-yl)ethoxy)-2-methylphenyl)pyridin-2-yl)-N-benzylacetamide C12COCC(CC1)N2CCOC2=CC(=C(C=C2)C=2C=CC(=NC2)CC(=O)NCC2=CC=CC=C2)C